BrC1=C(C=CC=C1OC)CN1C(CCC[C@@H]1CO[Si](C)(C)C(C)(C)C)=O |r| (±)-1-[(2-bromo-3-methoxyphenyl)methyl]-6-[[(tertbutyldimethylsilyl)oxy]methyl]piperidin-2-one